CC1N(C(CC1)C)[Si](C)(C)C 2,5-dimethylpyrrolidinyltrimethylsilane